2-(1H-pyrazol-5-yl)thieno[3,2-b]pyridine-5,7-diamine N1N=CC=C1C1=CC2=NC(=CC(=C2S1)N)N